4-(1H-1,2,4-triazol-1-ylmethyl)aniline N1(N=CN=C1)CC1=CC=C(N)C=C1